12-Oxo-5Z,8Z,10E,14Z-eicosatetraenoic acid CCCCC/C=C\CC(=O)/C=C/C=C\C/C=C\CCCC(=O)O